(S)-1-(5-(5-(1-methyl-1H-pyrazol-4-yl)-4-oxo-4,5,6,7-tetrahydrothiazolo[5,4-c]pyridin-2-yl)pyridin-2-yl)piperidin-3-yl methanesulfonate CS(=O)(=O)O[C@@H]1CN(CCC1)C1=NC=C(C=C1)C=1SC=2C(N(CCC2N1)C=1C=NN(C1)C)=O